COC1=C(CNC2=NC=3C(=CC=CC3C=3N2N=C(N3)CCOS(=O)(=O)C3=CC=C(C=C3)C)OC)C=CC(=C1)OC.BrC=1C(=NN(C1)CCOC)C(C)C 4-bromo-3-isopropyl-1-(2-methoxyethyl)pyrazole 2-(5-((2,4-dimethoxybenzyl)amino)-7-methoxy-[1,2,4]triazolo[1,5-c]quinazolin-2-yl)ethyl-4-methylbenzenesulfonate